ClC1=C(C=CC=C1)CN1N=NC2=C1N=C(N=C2N2CC(CC2)(F)F)OCC#C 3-[(2-Chlorophenyl)methyl]-7-(3,3-difluoropyrrolidin-1-yl)-5-prop-2-ynoxytriazolo[4,5-d]pyrimidine